6-amino-4-(4-(1,1-difluoroethyl)phenyl)benzo[d]thiazole-7-carbonitrile NC1=C(C2=C(N=CS2)C(=C1)C1=CC=C(C=C1)C(C)(F)F)C#N